ClC1=C(C=C(C(=C1)F)C1=NC=NC2=CC(=CC=C12)N1CCOCC1)\C(\C(=O)N)=C\1/NC=NN2C1=CC=C2 2-[2-Chloro-4-fluoro-5-(7-morpholin-4-yl-quinazolin-4-yl)-phenyl]-2-[3H-pyrrolo[2,1-f][1,2,4]-triazin-(4E)-ylidene]-acetamide